(1R,3S)-N-(8-amino-7-fluoro-6-(4-methylpyridin-3-yl)isoquinolin-3-yl)-2-(1H-imidazol-4-yl)-3-(1-methyl-1H-pyrazol-4-yl)cyclopropane-1-carboxamide NC=1C(=C(C=C2C=C(N=CC12)NC(=O)[C@H]1C([C@@H]1C=1C=NN(C1)C)C=1N=CNC1)C=1C=NC=CC1C)F